C(CCC)C1=CC=C(C=C1)C1=NN(C2=CC=CC=C12)CC(C(=O)OCC(F)(F)F)(C)C 2,2,2-Trifluoroethyl 3-(3-(4-butylphenyl)-1H-indazol-1-yl)-2,2-dimethylpropanoate